{1-{1-[(1,2-dimethyl-1H-imidazol-4-yl)sulfonyl]piperidin-4-yl}-3-[4-(7H-pyrrolo[2,3-d]pyrimidin-4-yl)-1H-pyrazol-1-yl]azetidin-3-yl}acetonitrile CN1C(=NC(=C1)S(=O)(=O)N1CCC(CC1)N1CC(C1)(N1N=CC(=C1)C=1C2=C(N=CN1)NC=C2)CC#N)C